2,2,3,3,4,4,4-Heptafluorobutyl Methacrylate (2,2,3,3,4,4,4-Heptafluorobutyl Methacrylate) FC(CC=C(C(=O)O)C)(C(C(F)(F)F)(F)F)F.C(C(=C)C)(=O)OCC(C(C(F)(F)F)(F)F)(F)F